C1=CC=CC=2C3=CC=CC=C3C(=CC12)C1=CC=C(C=C1)NC1=CC=2C(C3=CC=CC=C3C2C=C1)(C1=CC=CC=C1)C1=CC=CC=C1 N-(4-(phenanthren-9-yl)phenyl)-9,9-diphenyl-9H-fluoren-2-amine